N-[(6-{[(cyclohexyl-methyl)amino]methyl}imidazo[1,2-a]pyridin-2-yl)methyl]-1H-indazole-4-carboxamide C1(CCCCC1)CNCC=1C=CC=2N(C1)C=C(N2)CNC(=O)C=2C=1C=NNC1C=CC2